16-methoxy-16-oxohexadecanoic acid COC(CCCCCCCCCCCCCCC(=O)O)=O